(S)-tetrahydro-2H-pyran-2-carboxylic acid O1[C@@H](CCCC1)C(=O)O